3-(4-((1-methylethyl)sulfonamido)phenyl)-5-((6-(trifluoromethyl)pyridin-2-yl)amino)-1H-pyrazole-4-carboxamide CC(C)S(=O)(=O)NC1=CC=C(C=C1)C1=NNC(=C1C(=O)N)NC1=NC(=CC=C1)C(F)(F)F